tert-butyl (2'S,7R)-2-formyl-2'-methyl-spiro[4,5-dihydrothieno[2,3-c]pyran-7,4'-piperidine]-1'-carboxylate C(=O)C1=CC2=C(S1)[C@@]1(C[C@@H](N(CC1)C(=O)OC(C)(C)C)C)OCC2